NC1=CC=C(C=C1)N1CCC(CC1)N(C(OC(C)(C)C)=O)C tert-butyl (1-(4-aminophenyl)piperidin-4-yl)(methyl)carbamate